ClC1=NC(=C(C(=O)NC)C(=C1)C)C chloro-N,2,4-trimethylnicotinamide